ClC1=CC(=C(COC2=CC=CC(=N2)C2=CC(=C(CC3=NC4=C(N3[C@@H]3COC[C@@H]3COC)C=C(C=C4)C(=O)O)C=C2F)F)C=C1)F 2-(4-(6-((4-chloro-2-fluorobenzyl)oxy)pyridin-2-yl)-2,5-difluorobenzyl)-1-((3S,4S)-4-(methoxymethyl)tetrahydrofuran-3-yl)-1H-benzo[d]imidazole-6-carboxylic acid